C(C)(C)C(C(=O)[O-])(C(=O)C(CC)CC)C(C)C diisopropyldiethylacetoacetate